2-amino-N-cyclopropyl-5-(4-(2-(3,5-difluorophenyl)-2-hydroxyacetamido)-2-methylphenyl)nicotinamide NC1=C(C(=O)NC2CC2)C=C(C=N1)C1=C(C=C(C=C1)NC(C(O)C1=CC(=CC(=C1)F)F)=O)C